C(C(C)C)OC(C(=C)C)=O i-butylmethacrylat